(2S,5R)-2-(N-(4-(Dimethylamino) cyclohexyl) carbamimidoyl)-7-oxo-1,6-diazabicyclo[3.2.1]octan-6-yl hydrogen sulfate S(=O)(=O)(ON1[C@@H]2CC[C@H](N(C1=O)C2)C(NC2CCC(CC2)N(C)C)=N)O